1-dodecyl-3-propylpyrrolium triflate [O-]S(=O)(=O)C(F)(F)F.C(CCCCCCCCCCC)[NH+]1C=C(C=C1)CCC